(2-((1r,4r)-4-cyanocyclohexyl)propan-2-yl)carbamic acid tert-butyl ester C(C)(C)(C)OC(NC(C)(C)C1CCC(CC1)C#N)=O